COC(=O)C1N=C(OC1)C=1C(=NC=NC1)NC1=CC(=C(C=C1)OC1=CC2=C(N(C=N2)C)C=C1)C 2-(4-((3-methyl-4-((1-methyl-1H-benzimidazol-5-yl)oxy)phenyl)amino)pyrimidin-5-yl)-4,5-dihydrooxazole-4-carboxylic acid methyl ester